NC1=C(C=CC(=C1)NCCCC1=CC=C(C=C1)C(F)(F)F)NC(CCCCCCCCC)=O N-(2-amino-4-((3-(4-(trifluoromethyl)phenyl)propyl)amino)phenyl)decanamide